2-((2S)-2-(1-cyclopropyl-1H-pyrazol-4-yl)-4-morpholinyl)-4-(2-fluoro-4-methylphenyl)-7-methylpteridine C1(CC1)N1N=CC(=C1)[C@H]1CN(CCO1)C1=NC2=NC(=CN=C2C(=N1)C1=C(C=C(C=C1)C)F)C